CC1=C(C=CC=C1)CC(CC)=O 1-(2-methylphenyl)butan-2-one